5-(4-nitrophenyl)-10,15,20-triphenylporphyrin [N+](=O)([O-])C1=CC=C(C=C1)C=1C2=CC=C(N2)C(=C2C=CC(C(=C3C=CC(=C(C=4C=CC1N4)C4=CC=CC=C4)N3)C3=CC=CC=C3)=N2)C2=CC=CC=C2